BrC1=CC=C(C=C1)N1C(N(C(C1)=O)CC1=CC(=C(OC(C(=O)O)(C)C)C(=C1)C)C)=O 2-(4-((3-(4-Bromophenyl)-2,5-dioxoimidazolin-1-yl)methyl)-2,6-dimethylphenoxy)-2-meth-ylpropionic acid